NC(C)(C)C1=NC(=CC2=C1CN(C2=O)C2=NC(=CC=C2)C2=NN=C(N2CC)C)N(C)CC 4-(2-aminopropan-2-yl)-6-[ethyl(methyl)amino]-2-[6-(4-ethyl-5-methyl-4H-1,2,4-triazol-3-yl)pyridin-2-yl]-2,3-dihydro-1H-pyrrolo[3,4-c]pyridin-1-one